N[C@@H]1CC(N(C1)C1=CC=C(C=C1)S(=O)(=O)N1CCN(CC1)C1=NC(=CC(=N1)C(C1CCC(CC1)NCC(C(F)(F)F)O)(F)F)C)=O (4R)-4-amino-1-(4-((4-(4-(difluoro((1r,4r)-4-((3,3,3-trifluoro-2-hydroxypropyl)amino)cyclohexyl)methyl)-6-methylpyrimidin-2-yl)piperazin-1-yl)sulfonyl)phenyl)pyrrolidin-2-one